methyl 3-(9-((4-(((tert-butoxycarbonyl)amino)methyl)phenyl)carbamoyl)-4,5-dihydrobenzo[b]thieno[2,3-d]oxepin-8-yl)-6-((3,5-dimethoxyphenyl)carbamoyl)picolinate C(C)(C)(C)OC(=O)NCC1=CC=C(C=C1)NC(=O)C1=CC2=C(OCCC3=C2SC=C3)C=C1C=1C(=NC(=CC1)C(NC1=CC(=CC(=C1)OC)OC)=O)C(=O)OC